FC1(CNCCC1)F 3,3-Difluoropiperidine